N1C[C@H](OCC1)COC=1C(=CC(=NC1)C#CC)C1=CC=2N(C=C1)N=C(C2)NC(=O)C2CC2 N-[5-[5-[[(2S)-morpholin-2-yl]methoxy]-2-prop-1-ynyl-4-pyridyl]pyrazolo[1,5-a]pyridin-2-yl]cyclopropanecarboxamide